(S) or (R)-2-(2-Hydroxypropan-2-yl)-N'-((2-isopropyl-6,7-dihydro-5H-cyclopenta[b]pyridin-3-yl)carbamoyl)thiazole-5-sulfonimidamide OC(C)(C)C=1SC(=CN1)[S@](=O)(N)=NC(NC=1C=C2C(=NC1C(C)C)CCC2)=O |o1:9|